N-[3-[5-cyclopropylsulfanyl-2-(difluoromethoxy)phenyl]-1-[2-[4-(morpholinomethyl)-1-piperidyl]-2-oxo-ethyl]pyrazol-4-yl]pyrazolo[1,5-a]pyrimidine-3-carboxamide C1(CC1)SC=1C=CC(=C(C1)C1=NN(C=C1NC(=O)C=1C=NN2C1N=CC=C2)CC(=O)N2CCC(CC2)CN2CCOCC2)OC(F)F